Neodymium iron boron neodymium [Nd].[B].[Fe].[Nd]